8-(Cyclohept-1-en-1-yl)-9-(4-((1-(3-fluoropropyl)azetidin-3-yl)methyl)phenyl)-6,7-dihydro-5H-benzo[7]annulen C1(=CCCCCC1)C=1CCCC2=C(C1C1=CC=C(C=C1)CC1CN(C1)CCCF)C=CC=C2